Ethyl-{[4-bromo-5-(6-fluoropyridin-3-yl)-1-(pyrazin-2-yl)-1H-pyrazol-3-yl] oxy} acetate C(C)(=O)OOC1=NN(C(=C1Br)C=1C=NC(=CC1)F)C1=NC=CN=C1CC